CN(C=1C=C2CCC[C@H](C2=CC1)CNC=1C=NC=CC1C(=O)O)C1=CC=C(C=C1)C1CCOCC1 3-({[(1R)-6-{methyl-[4-(oxacyclohex-4-yl)phenyl]amino}-1,2,3,4-tetrahydronaphthalen-1-yl]methyl}amino)pyridine-4-carboxylic acid